5-ethynylimidazole C(#C)C1=CN=CN1